FC1=C(C(=O)OC)C=C(C(=C1)F)[N+](=O)[O-] methyl 2,4-difluoro-5-nitrobenzoate